1-(4-((4-((5'-amino-2',4'-difluoro-4-methoxy-[1,1'-biphenyl]-3-yl)amino)-7-Methoxyquinazolin-6-yl)oxy)piperidin-1-yl)prop-2-en-1-one NC=1C(=CC(=C(C1)C1=CC(=C(C=C1)OC)NC1=NC=NC2=CC(=C(C=C12)OC1CCN(CC1)C(C=C)=O)OC)F)F